8-(3-(amino(6,7-dihydro-5H-pyrazolo[5,1-b][1,3]oxazin-3-yl)(oxo)-λ6-sulfaneylidene)ureido)-1,2,3,5,6,7-hexahydro-s-indacene-4-carboxylic acid NS(=NC(NC1=C2CCCC2=C(C=2CCCC12)C(=O)O)=O)(=O)C=1C=NN2C1OCCC2